N-vinyl-5-isopropyl-caprolactam C(=C)N1C(CCCC(C1)C(C)C)=O